C(C=C)C1(C(N(C(C(C1)C1=CC(=CC=C1)Cl)C1=CC=C(C=C1)Cl)[C@H]([C@H](C)S(=O)(=O)C)CC)=O)C 3-allyl-5-(3-chlorophenyl)-6-(4-chlorophenyl)-3-methyl-1-((2S,3S)-2-(methylsulfonyl)pentan-3-yl)piperidin-2-one